C1=CC(=CC=C1CC2=CC=C(C=C2)N=C=O)N=C=O 4,4-DIPHENYLMETHANE DIISOCYANATE